4-Bromo-7-fluoro-3-methyl-1H-benzimidazol-2-one BrC1=CC=C(C=2NC(N(C21)C)=O)F